O=C(C(=O)[O-])CCC oxo-valerate